ClC=1C=NN(C1C(=O)NC1=NC=C(C=C1C)C#CC1=CC=CC=C1)C=1C=C2C=NN(C2=CC1)C 4-chloro-1-(1-methyl-1H-indazol-5-yl)-N-(3-methyl-5-(phenylethynyl)pyridin-2-yl)-1H-pyrazole-5-carboxamide